(7S,8aS)-7-Fluoro-2-((S)-pyrrolidin-3-yl)octahydropyrrolo[1,2-a]pyrazine F[C@H]1C[C@@H]2N(CCN(C2)[C@@H]2CNCC2)C1